FC(OC1=CC=C(C=C1)N1N=C(C=2C1=NC=CC2CO)CNC(C=C)=O)F N-[[1-[4-(difluoromethoxy)phenyl]-4-(hydroxymethyl)pyrazolo[3,4-b]pyridin-3-yl]methyl]prop-2-enamide